COS(=O)(=O)[O-].C(CCC)[N+](C)(CCCC)CCCC Tributylmethyl-ammonium methyl-sulfate